NC(CC)N aminopropaneamine